NC1=C2N=CN(C2=NC(=N1)F)[C@H]1C[C@@H]([C@@](O1)(C#C)CO[P@](=O)(OC1=CC=CC=C1)N[C@@H](CC1=CC=CC=C1)C(=O)OC(CCC)CCC)O heptan-4-yl ((S)-(((2R,3S,5R)-5-(6-amino-2-fluoro-9H-purin-9-yl)-2-ethynyl-3-hydroxytetrahydrofuran-2-yl)methoxy)(phenoxy)phosphoryl)-L-phenylalaninate